C(C1=CC=CC=C1)OC(CN(C1CCN(CC1)C)C(=O)OC(C)(C)C)=O.ClC1=CC(=C(C=C1)C(C)=O)OC 1-(4-chloro-2-methoxyphenyl)ethan-1-one Benzyl-2-{[(tert-butoxy)carbonyl](1-methylpiperidin-4-yl)amino}acetate